5-(2-methoxyethoxymethyl)-1-methyl-2-phenyl-indol-7-amine COCCOCC=1C=C2C=C(N(C2=C(C1)N)C)C1=CC=CC=C1